6-methylamino-2-aminopurine CNC1=C2NC=NC2=NC(=N1)N